2-[3-(4,4-difluoroazepan-1-yl)-6-(trifluoromethyl)-2-pyridyl]-3H-quinazolin FC1(CCN(CCC1)C=1C(=NC(=CC1)C(F)(F)F)C1N=C2C=CC=CC2=CN1)F